(2-chloro-4-fluorophenyl)methanol ClC1=C(C=CC(=C1)F)CO